syn-3-(3-dimethylaminomethyl-4-hydroxy-1-phenethyl-piperidin-4-yl)-benzamide hydrochloride Cl.CN(C)CC1CN(CCC1(O)C=1C=C(C(=O)N)C=CC1)CCC1=CC=CC=C1